BrC1=NC2=CC=CC=C2C(N1)=O bromoquinazolin-4(3H)-one